(S)-1-ethyl-4-((6-(2-hydroxy-6-methyl-4-(trifluoromethyl)phenyl)-3-((R)-1-hydroxyethyl)-2H-pyrazolo[3,4-b]pyridin-2-yl)methyl)pyrrolidin-2-one C(C)N1C(C[C@@H](C1)CN1N=C2N=C(C=CC2=C1[C@@H](C)O)C1=C(C=C(C=C1C)C(F)(F)F)O)=O